N-cyclopropyl-7-(cyclopropylamino)-5-((2-methoxypyridin-3-yl)amino)pyrazolo[1,5-a]pyrimidine-3-carboxamide C1(CC1)NC(=O)C=1C=NN2C1N=C(C=C2NC2CC2)NC=2C(=NC=CC2)OC